C(C)N1N=CC(=C1)C(=O)C1=NSN=C1C1=C(C=C(C=C1)F)[C@@H](C)O (R)-(1-ethyl-1H-pyrazol-4-yl)(4-(4-fluoro-2-(1-hydroxyethyl)phenyl)-1,2,5-thiadiazol-3-yl)methanone